Cl[Si](N1[Si](N([Si]1(C)C)[Si](C)(C)Cl)(C)C)(C)C N,N'-bis(chlorodimethylsilyl)tetramethylcyclodisilazane